1-Isobutyl-8-(4-methoxyphenyl)-3-methyl-7-(4-((4-(methylsulfonyl)piperidin-1-yl)methyl)phenyl)-3,6-dihydroimidazo[4,5-d]pyrrolo[2,3-b]pyridin-2(1H)-on C(C(C)C)N1C(N(C=2C1=C1C(=NC2)NC(=C1C1=CC=C(C=C1)OC)C1=CC=C(C=C1)CN1CCC(CC1)S(=O)(=O)C)C)=O